ClC=1C(=C(N2N=C(N=CC21)NC2CCOCC2)CC(C)C)C#N 5-chloro-7-(2-methylpropyl)-2-(oxan-4-ylamino)pyrrolo[2,1-f][1,2,4]triazine-6-carbonitrile